O=C1NC(CCC1N1C(C2=CC=C(C=C2C1=O)C=1OC(NN1)=O)=O)=O 2-(2,6-dioxopiperidin-3-yl)-5-(5-oxo-4,5-dihydro-1,3,4-oxadiazol-2-yl)isoindoline-1,3-dione